COC(C1=CC=C(C=C1)N1CCN(CC1)CC1=C(CC(CC1)(C)C)Br)=O 4-(4-((2-bromo-4,4-dimethylcyclohex-1-en-1-yl)methyl)piperazin-1-yl)benzoic acid methyl ester